CN(C1=CC=C(C=C1)N1CCC2(C1=NC1=CN=CC=C1C2=O)O)C 1-[4-(dimethylamino)phenyl]-3a-hydroxy-1H,2H,3H,3aH-4H-pyrrolo[2,3-b]1,7-naphthyridin-4-one